(3aS,4R,6aR)-5-iodo-2,2-dimethyl-6-((trityloxy)methyl)-4,6a-dihydro-3aH-cyclopenta[d][1,3]Dioxol-4-ol IC=1[C@@H]([C@H]2[C@H](OC(O2)(C)C)C1COC(C1=CC=CC=C1)(C1=CC=CC=C1)C1=CC=CC=C1)O